3-(1-methyl-1H-1,2,3-triazol-4-yl)propanoic acid hydrochloride Cl.CN1N=NC(=C1)CCC(=O)O